S(=O)(=O)([O-])CCCCC1(C2=CC=CC=C2C=2C=CC=CC12)CCCCS(=O)(=O)[O-] 9,9-bis(4'-sulfonatobutyl)fluorene